OCOC1=C(C(=O)C2=CC=CC=C2)C=CC=C1.[Na] sodium hydroxylmethoxybenzophenone